C(C)(CC)ON=C(COC1=C(C(=NN1C)C(F)(F)F)C)C1=C(C=C(C=C1)Cl)Cl 1-(2,4-dichlorophenyl)-2-((1,4-dimethyl-3-(trifluoromethyl)-1H-pyrazol-5-yl)oxy)ethan-1-one-O-sec-butyloxime